C(C)OC(=O)C1C=NC=CC1=O 4-oxo-pyridine-3-carboxylic acid ethyl ester